Sodium N-(2-fluoro-5-nitrophenyl)sulphonamide FC1=C(C=C(C=C1)[N+](=O)[O-])NS(=O)=O.[Na]